phthalimidopentanone C1(C=2C(C(N1CC(CCC)=O)=O)=CC=CC2)=O